O1C(=CC=C1)C=C(C(=O)OC)CC[N+](=O)[O-] methyl 2-(furan-2-ylmethylene)-4-nitrobutanoate